ClC1=C(C=C2C=C(N=CC2=C1)NC(=O)C1C(C1)C(C)(C)O)C1CCN(CC1)[C@@]1(COC[C@@H]1O)C N-(7-chloro-6-(1-((4R,3R)-4-hydroxy-3-methyltetrahydrofuran-3-yl)piperidin-4-yl)isoquinolin-3-yl)-2-(2-hydroxypropan-2-yl)cyclopropane-1-carboxamide